C(C)C1=C(C=C(C=C1)C(=O)N1CCC2(CC1)CCC(CC2)CN2CCNCC2)N2CNCC=C2 1-(2-ethyl-5-(9-(piperazin-1-ylmethyl)-3-azaspiro[5.5]undecane-3-carbonyl)phenyl)dihydropyrimidine